N-(p-coumaryl)-cadaverine C(\C=C\C1=CC=C(C=C1)O)NCCCCCN